Dibromocyanopropionamide BrCC(C(=O)N)(C#N)Br